N1N=C(C=C1)CC=1SC2=C(N(C=3C(N(N=CC32)CC3=NC=CC(=N3)N)=O)C)N1 2-((1H-pyrazol-3-yl)methyl)-6-((4-aminopyrimidin-2-yl)methyl)-4-methyl-4,6-dihydro-5H-thiazolo[5',4':4,5]pyrrolo[2,3-d]pyridazin-5-one